L-methionineAt N[C@@H](CCSC)C(=O)[O-]